4-(6-(bis(2-hydroxyethyl)amino)-2-((2-methoxyethyl)(2,3,4-trimethoxybenzyl)amino)-8-(4-methoxypiperidin-1-yl)pyrimido[5,4-d]pyrimidin-4-yl)-1-methylpiperazin-2-one OCCN(C=1N=C(C=2N=C(N=C(C2N1)N1CC(N(CC1)C)=O)N(CC1=C(C(=C(C=C1)OC)OC)OC)CCOC)N1CCC(CC1)OC)CCO